5-chloro-1'-[2-({2-oxo-1-[3-hydroxy-3-methylcyclobutyl]-1H,2H,3H-pyrrolo[2,3-b]pyridin-5-yl}oxy)ethyl]-1,2-dihydrospiro[indole-3,4'-piperidin]-2-one ClC=1C=C2C(=CC1)NC(C21CCN(CC1)CCOC=1C=C2C(=NC1)N(C(C2)=O)C2CC(C2)(C)O)=O